(E)-2-hydroxy-5-(4-(methylthio)styryl)benzoic acid OC1=C(C(=O)O)C=C(C=C1)\C=C\C1=CC=C(C=C1)SC